P(=O)(N1CCCC1)(N1CCCC1)N1CCCC1 1,1',1''-phosphoryltripyrrolidin